C(C=C)(=O)C(CCC[C@H](N)C(=O)O)N 6-propenoyl-L-lysine